CC1=C2N(C(C(=C1)NC1=CC(=NC=N1)NC(=O)C1CC1)=O)C1(NC2=O)CCC2(CC1)CC2 N-(6-((8''-methyl-1'',5''-dioxo-1'',5''-dihydro-2''H-dispiro[cyclopropan-1,1'-cyclohexane-4',3''-imidazo[1,5-a]pyridin]-6''-yl)amino)pyrimidin-4-yl)cyclopropanecarboxamide